COC(CC1C(CN(CC1)C(=O)C1=CC=C2C(=N1)C(CN2C2=CC(=C(C=C2)Cl)F)(C)C)OC)=O 2-(1-(1-(4-chloro-3-fluorophenyl)-3,3-dimethyl-2,3-dihydro-1H-pyrrolo[3,2-b]pyridine-5-carbonyl)-3-methoxypiperidin-4-yl)acetic acid methyl ester